CC1(CN(C1)C(=O)OC(C)(C)C)C(=O)OC 1-(tert-butyl) 3-methyl 3-methylazetidine-1,3-dicarboxylate